(S)-N-(4-(4-((2-amino-2,4-dimethylpentyl)oxy)-3-(trifluoromethyl)phenyl)-5-(hydroxymethyl)pyridin-2-yl)acetamide N[C@](COC1=C(C=C(C=C1)C1=CC(=NC=C1CO)NC(C)=O)C(F)(F)F)(CC(C)C)C